bromo-2,2'-dimethyl-[1,1'-biphenyl] BrC=1C(=C(C=CC1)C1=C(C=CC=C1)C)C